C(#N)C=1C(=CC(=C(C1)NS(=O)(=O)C=1C=C(C(=O)O)C=CC1C1CC1)N1C=CC=C1)F 3-(N-(5-cyano-4-fluoro-2-(pyrrol-1-yl)phenyl)sulfamoyl)-4-cyclopropylbenzoic Acid